Cl.NCC=1C(NC(=CC1SC)C)=O 3-(aminomethyl)-6-methyl-4-(methylthio)pyridin-2(1H)-one hydrochloride